C[Si](C)([C-]1C=CC2=CC=CC=C12)[C-]3C=CC4=CC=CC=C34.Cl[Zr+2]Cl rac-dimethylsilyl-bis(1-indenyl)zirconium dichloride